2-(4-(3-(cyclopentylethynyl)phenyl)-2-(cyclopropylmethyl)-3-(3-fluoro-4-sulfamoylbenzyl)-1H-pyrrol-1-yl)thiazole-4-carboxylic acid C1(CCCC1)C#CC=1C=C(C=CC1)C=1C(=C(N(C1)C=1SC=C(N1)C(=O)O)CC1CC1)CC1=CC(=C(C=C1)S(N)(=O)=O)F